CN(CC(=O)NC1CC(C1)C=1C=C2C(=C(NC2=CC1)C1=CN(C(C(=C1C)C)=O)C)C(C)C)C 2-(Dimethylamino)-N-(3-(3-isopropyl-2-(1,4,5-trimethyl-6-oxo-1,6-dihydropyridin-3-yl)-1H-indol-5-yl)cyclobutyl)acetamid